C(C1=CC=CC=C1)NC(C(=C)N1C(CCC1=O)=O)=O (2RS)-N-benzyl-2-(2,5-dioxopyrrolidin-1-yl)propenamide